C(CCCCCCCCCCCCCCCCC)(=O)OOOC(CCCCCCCCCCCCCCCCC)=O.[V+4] vanadium (IV) bis(stearoyloxy) oxide